4-(2-furoyl)oxy-N,N-dimethyltryptamine O1C(=CC=C1)C(=O)OC=1C=CC=C2NC=C(CCN(C)C)C12